BrC=1C(=C(OC[C@H](CCC(N)=O)NC(OC(C)(C)C)=O)C=C(C1)F)F tert-butyl N-[(2S)-1-(3-bromo-2,5-difluorophenoxy)-4-carbamoylbutan-2-yl]carbamate